OCC1C(C1)(C(=O)OCC)C(=O)OCC diethyl 2-(hydroxymethyl)cyclopropane-1,1-dicarboxylate